C(C)(C)(C)OC(=O)N1CCC2(C[C@H](CC2=C=O)O)CC1 (R)-3-hydroxy-1-carbonyl-8-azaspiro[4.5]Decane-8-carboxylic acid tert-butyl ester